FC(CN1N=CC(=C1)C1=CC=NC2=C(C=CC=C12)NC(=O)C1=CC=C2C=CNC2=C1)(F)F N-(4-(1-(2,2,2-trifluoroethyl)-1H-pyrazol-4-yl)quinolin-8-yl)-1H-indole-6-carboxamide